CC1=CC=C(C(=N1)C(=O)N1[C@@H]2[C@@H](C[C@H](C1)CC2)OC2=NC=C(C=C2)C(F)(F)F)C2=NC=CC=N2 (6-methyl-3-(pyrimidin-2-yl)pyridin-2-yl)((1S,4R,6R)-6-((5-(trifluoromethyl)pyridin-2-yl)oxy)-2-azabicyclo[2.2.2]octan-2-yl)methanone